CC=1C(=C(C=2CC3=CC=CC=C3C2C1)C1=C(C2=C([Se]C3=C2C=CC=C3)C=C1)C1=C(C(=C(C=C1)C1(C(C(C(C(C1[2H])([2H])[2H])([2H])[2H])([2H])[2H])([2H])[2H])[2H])C1(C(C(C(C(C1[2H])([2H])[2H])([2H])[2H])([2H])[2H])([2H])[2H])[2H])C1=NN=NC=C1)C (dimethylfluorenyl)[(diphenyl-d10)triazinylphenyl]dibenzoselenophene